NC=1C2=C(N=CN1)N(C=C2C2=CC=C(C=1N2C=CN1)NC(=O)NC1=NOC(=C1)C1(CC1)C(F)(F)F)C1CCNCC1 1-(5-(4-amino-7-(piperidin-4-yl)-7H-pyrrolo[2,3-d]pyrimidin-5-yl)imidazo[1,2-a]pyridin-8-yl)-3-(5-(1-(trifluoromethyl)cyclopropyl)isoxazol-3-yl)urea